FC(C1=C(C(=CC=C1)C)C=1N=C(SC1)N)F (2-(difluoromethyl)-6-methylphenyl)thiazol-2-amine